ClC1=NC=CC(=C1)C=1C=C(C=CC1C)NC(C1=CC(=CC=C1)C)=O N-(3-(2-chloropyridin-4-yl)-4-methylphenyl)-3-methylbenzamide